C(CCCCCCCCCCCCCCCCCCCC)OC(CCCCCCC)=O caprylic acid henicosyl ester